2-(4-fluorophenoxy)ethylamine FC1=CC=C(OCCN)C=C1